2-amino-N-(4,5-dimethylthiazol-2-yl)-6-methylnicotinamide NC1=C(C(=O)NC=2SC(=C(N2)C)C)C=CC(=N1)C